[N+](=O)([O-])C=1C=C(C(=NC1)O)C(F)(F)F 5-nitro-3-(trifluoromethyl)pyridin-2-ol